C(N)(O[C@H]1C2(N(CC1CC2)C(=O)C=2C=C(C=1N(C2)N=C(C1C)C=1N(C2=CC=CC=C2C1)CC1CC1)OC)C(C)(C)C)=O Tert-butyl-((7R)-2-(2-(1-(cyclopropylmethyl)-1H-indol-2-yl)-4-methoxy-3-methylpyrazolo[1,5-a]pyridine-6-carbonyl)-2-azabicyclo[2.2.1]hept-7-yl) carbamate